C(N)(=O)C1=C(C=NN1C(F)F)N(C(=O)C=1C=NC=CC1)CC1=CC=C2C=CC(=NC2=C1)NC(OC(C)(C)C)=O tert-butyl N-[7-({N-[5-carbamoyl-1-(difluoromethyl)-1H-pyrazol-4-yl]-1-(pyridin-3-yl)formamido}methyl)quinolin-2-yl]carbamate